CC1(OC(C(C(O1)=O)=CNC1=CC(=CC(=C1)C(F)(F)F)C)=O)C 2,2-Dimethyl-5-(((3-methyl-5-(trifluoromethyl)phenyl)amino)methylene)-1,3-dioxane-4,6-dione